N1C=NC2=C1C=CC(=C2)N2C(NC(C2C2=CC=C(C=C2)C=2SC=C(N2)C(F)(F)F)=O)=O 1-(1H-Benzoimidazol-5-yl)-5-{4-[4-(trifluoromethyl)-1,3-thiazol-2-yl]phenyl}imidazolidine-2,4-dione